TBDMS(tert-butyl-dimethylsilane) [Si](C)(C)(C(C)(C)C)[Si](C)(C)C(C)(C)C